CC1=CC=C(CN2C(N(SC2=O)C2=CC=CC3=CC=CC=C23)=O)C=C1 4-(4-methylbenzyl)-2-(1-naphthyl)-1,2,4-thiadiazole-3,5-dione